(R)-N-(8,9-difluoro-6-oxo-1,4,5,6-tetrahydro-2H-pyrano[3,4-c]isoquinolin-1-yl)-5-methoxy-N-methyl-1H-indole-2-carboxamide FC=1C(=CC=2C3=C(NC(C2C1)=O)COC[C@@H]3N(C(=O)C=3NC1=CC=C(C=C1C3)OC)C)F